BrC=1C=C(C#N)C=C(C1)C(CC)=O 3-bromo-5-propionyl-benzonitrile